C(C)N(CCN1C(C(C(=C1/C=C\1/C(NC2=CC=C(C=C12)F)=O)C)C(N)=O)(C([C@@H](C(=O)[O-])O)C(=O)[O-])C)CC (E)-N-[2-(diethylamino) ethyl]-5-[(5-fluoro-2-oxo-1,2-dihydro-3H-indol-3-ylidene) methyl]-2,4-dimethyl-3-carbamoyl-1H-pyrroleL-malate